ClC1=CC=C(C=N1)C1=CN=C2N1N=C(C=C2)C2=CC=NC=C2 3-(6-chloropyridin-3-yl)-6-(pyridin-4-yl)imidazo[1,2-b]pyridazine